lithium-calcium-zirconium oxide [O-2].[Zr+4].[Ca+2].[Li+]